N1-(pyridin-2-yl)propane-1,3-diamine N1=C(C=CC=C1)NCCCN